Di-tert-butyl (((S)-1-(tert-butoxy)-1-oxo-6-(4-(2-thioxothiazolidine-3-carbonyl)benzamido)hexan-2-yl)carbamoyl)-L-glutamate C(C)(C)(C)OC([C@H](CCCCNC(C1=CC=C(C=C1)C(=O)N1C(SCC1)=S)=O)NC(=O)N[C@@H](CCC(=O)OC(C)(C)C)C(=O)OC(C)(C)C)=O